6-(1,4-dimethyl-1H-1,2,3-triazol-5-yl)-N,1-dimethyl-4-(phenyl(tetrahydro-2H-pyran-4-yl)methyl)-1,4-dihydropyrazolo[3',4':4,5]pyrrolo[3,2-b]pyridine-3-carboxamide CN1N=NC(=C1C=1C=C2C(=NC1)C1=C(N2C(C2CCOCC2)C2=CC=CC=C2)C(=NN1C)C(=O)NC)C